C[Si](CCOCN1C(NC(C=C1)=O)=O)(C)C 1-(2-trimethylsilylethoxymethyl)pyrimidine-2,4-dione